BrC=1C=NN(C1)C(C(=O)OC(C)(C)C)(C)C tert-butyl 2-(4-bromo-1H-pyrazol-1-yl)-2-methylpropanoate